CS(=O)(=O)C1=CC=C(OC[C@H]2N(CCN(C2)C(=O)OC(C)(C)C)C(=O)OCC2=CC=CC=C2)C=C1 (S)-1-benzyl 4-tert-butyl 2-((4-(methylsulfonyl)phenoxy)methyl)piperazine-1,4-dicarboxylate